(2S)-2-(4,4-difluoro-3-(1-methyl-6-oxo-1,6-dihydropyridin-3-yl)piperidin-1-yl)-N-((R)-5-(3,5-difluorophenyl)-6,7-dihydro-5H-pyrrolo[1,2-a]imidazol-2-yl)propanamide FC1(C(CN(CC1)[C@H](C(=O)NC=1N=C2N(C1)[C@H](CC2)C2=CC(=CC(=C2)F)F)C)C2=CN(C(C=C2)=O)C)F